COC=1C=C(C=C(C1)C1=CC=C(C(=C1)OC)N)N 5,5'-dimethoxy-3,4'-diaminobiphenyl